COC=1C=C(C=CC1C(C)C)C(CC(=O)C1=C(C=CC=C1)O)=O 1-(3-methoxy-4-isopropylphenyl)-3-(2-hydroxyphenyl)-1,3-propanedione